C(C)N1C=NC=C1CNC=1C=C(C(=O)[O-])C=CC1[N+](=O)[O-] 3-(((1-ethyl-1H-imidazol-5-yl)methyl)amino)-4-nitrobenzoate